CC=1N=C2N(N=C(C=C2C)C=2N=C3N(C(C2)=O)C=C(S3)C3C[C@@H]2CNC[C@H](C3)O2)C1 |r| 7-(2,8-dimethylimidazo[1,2-b]pyridazin-6-yl)-2-[rac-(1S,5R)-9-oxa-3-azabicyclo[3.3.1]nonan-7-yl]thiazolo[3,2-a]pyrimidin-5-one